N-((3r,5s)-1-cyano-5-((5-methyl-1H-pyrazol-1-yl)methyl)pyrrolidin-3-yl)-5-(3-(trifluoromethoxy)phenyl)oxazol-2-carboxamide C(#N)N1C[C@@H](C[C@H]1CN1N=CC=C1C)NC(=O)C=1OC(=CN1)C1=CC(=CC=C1)OC(F)(F)F